(7-methyl-7H-pyrrolo[2,3-d]pyrimidine-4-yl)-N-nonylpiperidin-4-amine CN1C=CC2=C1N=CN=C2N2CCC(CC2)NCCCCCCCCC